C1(CC1)N1[C@H](CN(CC1)C1CCN(CC1)C1=C(C=C(C(=C1)OC)NC1=NC=NC(=C1)N1OCC[C@@H]1C=1C=C(C=C(C1)F)C1=CC(=CC=C1)F)NC(C=C)=O)C N-(2-(4-((S)-4-cyclopropyl-3-methylpiperazin-1-yl)piperidin-1-yl)-5-((6-((R)-3-(3',5-difluoro-[1,1'-biphenyl]-3-yl)isoxazolidin-2-yl)pyrimidin-4-yl)amino)-4-meth-oxyphenyl)acryl-amide